C(C)N(C1=CN=NN1CC(=O)N1[C@@H](C[C@H](C1)F)C(=O)N[C@@H](C1=CC=CC=C1)C1=NC(=C(C=C1)C(C)C)F)CC (2S,4R)-1-{2-[5-(diethylamino)-1H-1,2,3-triazol-1-yl]acetyl}-4-fluoro-N-[(S)-[6-fluoro-5-(propan-2-yl)pyridin-2-yl](phenyl)methyl]pyrrolidine-2-carboxamide